ClC=1C(=C(C(=NC1C)N1CCC(CCC1)(F)F)C=1NC=2C=CN=C(C2C(C1)=O)C(=O)N)C 2-[5-chloro-2-(4,4-difluoroazepan-1-yl)-4,6-dimethyl-3-pyridyl]-4-oxo-1H-1,6-naphthyridine-5-carboxamide